3-(6-(3-(Cyclopropylmethyl)-4-(methylsulfonyl)piperazin-1-yl)-1-methyl-1H-pyrazolo[3,4-d]pyrimidin-3-yl)-2,6-difluoro-5-(trifluoromethyl)phenol C1(CC1)CC1CN(CCN1S(=O)(=O)C)C1=NC=C2C(=N1)N(N=C2C=2C(=C(C(=C(C2)C(F)(F)F)F)O)F)C